C1(CCC1)N1C(=NC2=C1C=C(C=C2)C(C)(C)O)NC(=O)C2CC1(C2)CCC1 N-(1-cyclobutyl-6-(2-hydroxypropan-2-yl)-1H-benzo[d]imidazol-2-yl)spiro[3.3]heptane-2-carboxamide